(Z)-N-((5-(difluoromethyl)-1-methyl-1H-pyrazole-3-carbonyl)oxy)-1-(3-fluorophenyl)cyclopropane-1-carboximidamide FC(C1=CC(=NN1C)C(=O)ON\C(=N/[H])\C1(CC1)C1=CC(=CC=C1)F)F